3-(1-piperazinyl)phenol N1(CCNCC1)C=1C=C(C=CC1)O